1-(Ethoxycarbonyl)ethyl-3,6-dichloro-2-methoxybenzoat C(C)OC(=O)C(C)OC(C1=C(C(=CC=C1Cl)Cl)OC)=O